C(C)(C)(C)OC(=O)N1C(CCCC1)C=1N=C2N(C=C(C(=C2F)C(C)(C)O)NC(C2=NC(=CC=C2)C2C(C2)(F)F)=O)C1 (6-(6-(2,2-difluorocyclopropyl)picolinamido)-8-fluoro-7-(2-hydroxypropan-2-yl)imidazo[1,2-a]pyridin-2-yl)piperidine-1-carboxylic acid tert-butyl ester